BrC1=C(C=C(C(=C1)F)S(=O)(=O)C)[N+](=O)[O-] 1-bromo-5-fluoro-4-(methylsulfonyl)-2-nitrobenzene